(S)-tert-butyl ((8-bromo-2-methyl-4-oxo-4H-pyrido[1,2-a]pyrimidin-3-yl)methyl)((5-oxopyrrolidin-2-yl)methyl)carbamate BrC1=CC=2N(C(C(=C(N2)C)CN(C(OC(C)(C)C)=O)C[C@H]2NC(CC2)=O)=O)C=C1